sodium bisulfite, sodium salt [Na+].S([O-])(O)=O.[Na+].S([O-])(O)=O